tert-butyl 4-(2,4-difluoro-5-(2-(methylsulfonyl) ethoxy) phenyl)-piperazine-1-carboxylate FC1=C(C=C(C(=C1)F)OCCS(=O)(=O)C)N1CCN(CC1)C(=O)OC(C)(C)C